[11CH3]N(C)C1=CC=C(C=N1)C#C/C=C/C=1SC2=C(N1)C=CC(=C2)O (E)-2-(4-(6-(N-[11C]methyl-N-methylamino)pyridine-3-yl)buta-1-en-3-ynyl)benz[d]thiazole-6-ol